FC1(CC2(C=3C(=CC=CC13)C(C2(F)F)(F)F)F)F 1,1,2a,3,3,4,4-heptafluoro-2,2a,3,4-tetrahydro-1H-cyclopenta[cd]inden